FC1=C(C=CC(=C1F)OCC)C1=CN=C2N1C=CN=C2NC2=CC(=C(C(=O)NCCCNC(OC(C)(C)C)=O)C=C2)CC tert-butyl (3-(4-((3-(2,3-difluoro-4-ethoxyphenyl)imidazo[1,2-a]pyrazin-8-yl)amino)-2-ethylbenzamido)propyl)carbamate